tert-butyl {3-methoxy-4-[(5-nitropyridin-2-yl)oxy]phenyl}methylcarbamate COC=1C=C(C=CC1OC1=NC=C(C=C1)[N+](=O)[O-])CNC(OC(C)(C)C)=O